C(=CC)N1C(NC(C1=O)(C)C)=O 3-propenyl-5,5-dimethylhydantoin